C1(CC1)OC=1C=CC(=NC1)N1CC(C1)O 1-(5-Cyclopropoxy-pyridin-2-yl)azetidin-3-ol